ClC1=CC=C(C=C1)[C@H](C)O (S)-1-(4-chlorophenyl)ethan-1-ol